1-(3-bromo-2-hydroxy-5-methyl-phenyl)-3-cyclohexyl-propane-1,3-dione BrC=1C(=C(C=C(C1)C)C(CC(=O)C1CCCCC1)=O)O